C(C1=CC=CC=C1)OC1=C2C(=C(N(C2=CC=C1)C1=CC=C(C=C1)F)C(CO)(F)F)C1=CC=C(C(=O)OCC2=CC=CC=C2)C=C1 benzyl 4-[4-benzyloxy-2-(1,1-difluoro-2-hydroxy-ethyl)-1-(4-fluorophenyl)indol-3-yl]benzoate